ClC1=C(C=CC=C1C(F)(F)F)C(=O)C1NC(CC2=C1N=NN2C2=NC=C(C=N2)F)C {[2-Chloro-3-(trifluoromethyl)phenyl]carbonyl}-1-(5-fluoropyrimidin-2-yl)-6-methyl-4,5,6,7-tetrahydro-1H-[1,2,3]triazolo[4,5-c]pyridine